FC1=CC=C(C(=O)NC2=CC=CC3=C(C=CC=C23)C2CCOCC2)C=C1 4-fluoro-N-(5-(tetrahydro-2H-pyran-4-yl)naphthalen-1-yl)benzamide